C(C=C)C1=C(C=CC=C1)OC Allylanisol